(2-fluoro-3-{1-[4-(piperidin-4-yloxy)phenyl]-3-(pyridin-4-yl)pyrazol-4-yl}phenyl)propane-1-sulfonamide hydrochloride salt Cl.FC1=C(C=CC=C1C=1C(=NN(C1)C1=CC=C(C=C1)OC1CCNCC1)C1=CC=NC=C1)C(CC)S(=O)(=O)N